C(C)NC N-ethylmethaneamine